(2S,4R)-allyl-4-hydroxy-2-(((S)-1-(4-(4-methylthiazol-5-yl)phenyl)ethyl)carbamoyl)pyrrolidine-1-carboxylate C(C=C)OC(=O)N1[C@@H](C[C@H](C1)O)C(N[C@@H](C)C1=CC=C(C=C1)C1=C(N=CS1)C)=O